6-((4-acrylamidophenyl)amino)-6-oxohexanoic acid C(C=C)(=O)NC1=CC=C(C=C1)NC(CCCCC(=O)O)=O